methyl (R)-2-((2-(4-(1,3-dioxolan-2-yl)-2,6-difluorophenyl)-7-methylimidazo[1,2-a]pyridin-3-yl)methyl)morpholine-4-carboxylate O1C(OCC1)C1=CC(=C(C(=C1)F)C=1N=C2N(C=CC(=C2)C)C1C[C@@H]1CN(CCO1)C(=O)OC)F